2-(1-isopropylpyrrolo[2,3-b]pyridin-5-yl)-4-[2-(trifluoromethyl)phenyl]thiazole ethyl-(3R,4S)-3-((tert-butoxycarbonyl)amino)piperidine-4-carboxylate C(C)OC(=O)[C@@H]1[C@H](CNCC1)NC(=O)OC(C)(C)C.C(C)(C)N1C=CC=2C1=NC=C(C2)C=2SC=C(N2)C2=C(C=CC=C2)C(F)(F)F